S(=O)(=O)([O-])OOS(=O)(=O)[O-].[K+].[K+] potassium peroxydisulfate